O=C1N(C2=CC=CC=C2CC1CCCCCC(=O)O)C1CCN(CC1)CCC1=CC=CC=C1 6-(2-oxo-1-(1-phenethylpiperidin-4-yl)-1,2,3,4-tetrahydroquinolin-3-yl)hexanoic acid